C(C)(C)N1CC(N(C2(CN(C2)C(=O)NC)C1=O)C(C)C1=CC=C(C=C1)C(F)(F)F)=O 8-isopropyl-N-methyl-6,9-dioxo-5-(1-(4-(trifluoromethyl)phenyl)-ethyl)-2,5,8-triazaspiro-[3.5]nonane-2-carboxamide